C(CCC)OC(C(CP(=O)(C1=CC=CC=C1)OCCCC)C)=O 3-(butoxyphenylphosphinyl)-2-methyl-propionic acid butyl ester